ClCC1(CCO1)CCl 1,1-bis(chloromethyl)trimethylene oxide